BrC1=C2CCN([C@@H](C2=CC=C1)C(NC1=CC=C(C=C1)C(=O)OC(C)(C)C)=O)C(=O)OCC1=CC=CC=C1 Benzyl (S)-5-bromo-1-((4-(tert-butoxycarbonyl) phenyl) carbamoyl)-3,4-dihydroisoquinoline-2(1H)-carboxylate